FC1=CC=C(C=C1)C=1CC2=CC(=CC=C2C1C=1N=CSC1C)OCCOC1=CC=NC=C1 2-(4-fluorophenyl)-3-(5-methylthiazol-4-yl)-6-(2-(pyridin-4-yloxy)ethoxy)-1H-indene